C(C1=CC=CC=C1)N1C(N(C(C1=O)CCC(=O)NC1=CC=C(C(=O)NO)C=C1)CC1=CC=C(C=C1)Br)=O 4-(3-(1-benzyl-3-(4-bromobenzyl)-2,5-dioxoimidazolin-4-yl)propionylamino)-N-hydroxybenzamide